ClC1=C(C=C(C=C1)S(=O)(=O)NC=1C(=NC=C(C1)C)C(=O)C1=CC=C(C=C1)NC(C=C)=O)C(F)(F)F N-(4-(3-((4-chloro-3-(trifluoromethyl)phenyl)sulfonamido)-5-methylpicolinoyl)phenyl)acrylamide